N1=C(C=CC=C1)N1CC(C1)NC(OC(C)(C)C)=O tert-butyl (1-(pyridin-2-yl)azetidin-3-yl)carbamate